[1-(3-methoxypropyl)indazol-5-yl]-2,4-pyrimidinediamine COCCCN1N=CC2=CC(=CC=C12)C=1C(=NC(=NC1)N)N